6-(3-Chloro-6-(difluoromethyl)-2-fluorophenyl)-N-(1-(1-(2-((2-(dimethylamino)-2-oxoethyl)(methyl)amino)pyrimidin-5-yl)ethyl)-1H-pyrazol-4-yl)pyrazine-2-carboxamide ClC=1C(=C(C(=CC1)C(F)F)C1=CN=CC(=N1)C(=O)NC=1C=NN(C1)C(C)C=1C=NC(=NC1)N(C)CC(=O)N(C)C)F